5-((4-Hydroxyphenyl)amino)-3-(1H-indol-4-yl)pyridin OC1=CC=C(C=C1)NC=1C=C(C=NC1)C1=C2C=CNC2=CC=C1